4-{2-[3-fluoro-2-(trifluoromethyl)phenyl]acetamido}pyridin FC=1C(=C(C=CC1)CC(=O)NC1=CC=NC=C1)C(F)(F)F